FC1C(CCC(C1)CO)O 2-fluoro-4-(hydroxymethyl)cyclohexan-1-ol